C(#N)C(C(=O)[O-])=CC1=CC=CC=C1.[Li+] lithium α-cyanocinnamate salt